O1CCN(CC1)CCOC1=CC=C(C=C1)C1=NC=CC2=C1N=C(N=C2N)NC2=CC=C(C=C2)N2CCOCC2 8-(4-(2-Morpholinoethoxy)phenyl)-N2-(4-Morpholinophenyl)pyrido[3,4-d]pyrimidine-2,4-diamine